myristoyl-sarcosine triethanolamine salt N(CCO)(CCO)CCO.C(CCCCCCCCCCCCC)(=O)N(C)CC(=O)O